N4,N4,2'-O-trimethylcytidine CN(C1=NC(N([C@H]2[C@H](OC)[C@H](O)[C@@H](CO)O2)C=C1)=O)C